4-((4-(4-chloro-3-(trifluoromethyl)phenoxy)benzyl)oxy)-1-methyl-6-morpholinopyrimidin-2(1H)-one ClC1=C(C=C(OC2=CC=C(COC3=NC(N(C(=C3)N3CCOCC3)C)=O)C=C2)C=C1)C(F)(F)F